sodium m-bromomethylbenzenesulfonate BrCC=1C=C(C=CC1)S(=O)(=O)[O-].[Na+]